ClC1=C(N=C(C=2C(N3[C@@H](COC21)CN(CC3)C(=O)OC(C)(C)C)=O)F)C3=C(C=CC=C3)F tert-butyl (6aR)-4-chloro-1-fluoro-3-(2-fluorophenyl)-12-oxo-6a,7,9,10-tetrahydro-12H-pyrazino[2,1-c]pyrido[3,4-f][1,4]oxazepine-8(6H)-carboxylate